C[C@@H]1CC([C@@H](N1C(=O)OC)CO[C@@H]1CC[C@@H](CC1)C1=CC=CC=C1)=O methyl (2S,5R)-5-methyl-3-oxo-2-((((CIS)-4-phenylcyclohexyl)oxy)methyl)-pyrrolidine-1-carboxylate